hydrogen (methyl 3-((6-amino-8-hydroxy-2-(2-hydroxyethoxy)-9H-purin-9-yl) methyl)-5-methoxybenzyl) phosphonate P(O)(OC(C1=CC(=CC(=C1)OC)CN1C2=NC(=NC(=C2N=C1O)N)OCCO)C)=O